C(C)(CC)NC1=C(C=C(C=C1[N+](=O)[O-])C(C)(C)C)[N+](=O)[O-] N-sec-butyl-4-tert-butyl-2,6-dinitroaniline